FC([C@](C)(F)C=1C=C(N)C=CC1)(C1=NN=CN1C)F (R)-3-(1,1,2-trifluoro-1-(4-methyl-4H-1,2,4-triazol-3-yl)propan-2-yl)aniline